C(C)(C)(C)C=1C=C2C(=NNC2=CC1Cl)NCC=1N(C(=C(N1)C)C(=O)N1CC(C1)NC(OC(C)(C)C)=O)C tert-butyl (1-(2-(((5-(tert-butyl)-6-chloro-1H-indazol-3-yl)amino)methyl)-1,4-dimethyl-1H-imidazole-5-carbonyl)azetidin-3-yl)carbamate